ClC=1C=C(C=CC1Cl)NC(N(C)C1=CC=2OC(C(=CC2S1)C(=O)OC)=O)=O methyl 2-(3-(3,4-dichlorophenyl)-1-methylureido)-5-oxo-5H-thieno[3,2-b]pyran-6-carboxylate